C(C)(C)C1=CC=C(C=C1)NC=1C2=C(N=C(N1)N1CCOCC1)C(OC2)=O 4-((4-Isopropylphenyl)amino)-2-morpholinofurano[3,4-d]pyrimidin-7(5H)-one